C12COCC(CC1)N2C=2SC(=C(N2)C=2C(=C(C=CC2)NS(=O)(=O)N2CC1=CC=CC(=C1C2)OC)F)C2=NC(=NC=C2)SC N-(3-(2-(3-Oxa-8-azabicyclo[3.2.1]octan-8-yl)-5-(2-(methylthio)pyrimidin-4-yl)thiazol-4-yl)-2-fluorophenyl)-4-methoxyisoindoline-2-sulfonamide